C1(CC1)OC1=CC=2N(C=C1C(=O)NC1=CC=C(C=N1)N1CCN(CC1)C(=O)OC(C)(C)C)C=C(N2)C tert-butyl 4-(6-(7-cyclopropoxy-2-methylimidazolo[1,2-a]pyridine-6-carboxamido)pyridin-3-yl)piperazine-1-carboxylate